furanylacetoacetate O1C(=CC=C1)CC(CC(=O)[O-])=O